CN1CCOCC(C1)NC1=C2C(=C(N=N1)C1=C(C=C(C=C1)C(F)(F)F)O)C=NC=C2 2-{1-[(4-methyl-1,4-oxazepan-6-yl)amino]pyrido[3,4-d]pyridazin-4-yl}-5-(trifluoromethyl)phenol